ClC1=CC(=NC=N1)C=1NN=C2C=CC(=CC12)OC(C)C 3-(6-Chloropyrimidin-4-yl)-5-isopropoxy-2H-indazole